trans-4-[4-amino-5-(7-methoxy-1H-indol-2-yl)imidazo[5,1-f][1,2,4]triazin-7-yl]-cyclohexanecarboxylic acid NC1=NC=NN2C1=C(N=C2[C@@H]2CC[C@H](CC2)C(=O)O)C=2NC1=C(C=CC=C1C2)OC